cyclohexane-1,3-diene dioxide C12C(C3C(CC1)O3)O2